The molecule is a halomethane that is dichloromethane in which oneof the hydrogens has been replaced by a bromine atom. It occurs as a contaminant in drinking water. It has a role as a reagent and an environmental contaminant. C(Cl)(Cl)Br